p-tert.butylphenyl glycidyl ether C(C1CO1)OC1=CC=C(C=C1)C(C)(C)C